C1(CCC1)COC methyl cyclobutyl-methyl ether